2-((2R,5S)-5-methyl-2-(2-(2-methyl-2-azaspiro[3.3]heptan-6-yl)benzo[d]thiazol-5-yl)piperidin-1-yl)-2-oxo-N-(1H-pyrazolo[4,3-c]pyridin-7-yl)acetamide C[C@H]1CC[C@@H](N(C1)C(C(=O)NC=1C2=C(C=NC1)C=NN2)=O)C=2C=CC1=C(N=C(S1)C1CC3(CN(C3)C)C1)C2